2-(4-chloro-2-(piperidin-1-yl)benzyl)-2,7-diazaspiro[3.5]nonane-7-carboxylate ClC1=CC(=C(CN2CC3(C2)CCN(CC3)C(=O)[O-])C=C1)N1CCCCC1